C(C1=CC=CC=C1)(=O)N[C@@H](C1=CC=CC=C1)C(=O)O.COC=1C=C(C=CC1)[C@@H](C)N (R)-1-(3-methoxyphenyl)ethylamine benzoyl-L-phenylglycine salt